chloro-2-(oxetan-3-yl)-1-(phenylsulfonyl)-1H-pyrrolo[2,3-b]Pyridine ClC1=C(N(C2=NC=CC=C21)S(=O)(=O)C2=CC=CC=C2)C2COC2